ClC1=CC(=C(N=N1)OC1=C(C(=CC=C1)C1CC1)F)C1=NOC[C@H](N1)CC1=C(C=C(C=C1)Cl)Cl |r| (5RS)-3-[6-chloro-3-(3-cyclopropyl-2-fluoro-phenoxy)pyridazin-4-yl]-5-[(2,4-dichlorophenyl)methyl]-5,6-dihydro-4H-1,2,4-oxadiazine